N1(CCOCC1)C(=O)O[C@H]1CC[C@@]2([C@H]3C[C@H]([C@@]4([C@H](CC[C@@]4([C@@H]3CC[C@@H]2C1)O)C=1COC(C1)=O)C)O)C (3S,5R,8R,9S,10S,12R,13S,14S,17R)-12,14-dihydroxy-10,13-dimethyl-17-(5-oxo-2,5-dihydrofuran-3-yl)hexadecahydro-1H-cyclopenta[a]phenanthren-3-yl morpholine-4-carboxylate